(5-(methylsulfonyloxy) pentoxy) acetate C(C)(=O)OOCCCCCOS(=O)(=O)C